(3S,5R,8R,9S,10S,13R,14S,16S,17R)-16-acetoxy-14-hydroxy-10,13-dimethyl-17-(2-oxo-2H-pyran-5-yl)hexadecahydro-1H-cyclopenta[a]phenanthren-3-yl 1,4-diazepane-1-carboxylate N1(CCNCCC1)C(=O)O[C@H]1CC[C@@]2([C@H]3CC[C@@]4([C@H]([C@H](C[C@@]4([C@@H]3CC[C@@H]2C1)O)OC(C)=O)C=1C=CC(OC1)=O)C)C